C(N)(=O)C1=C(C=C(C=C1)C=1C(=CC(=C(C1)NC(=O)C1=CNC(C=C1C(F)F)=O)N1C[C@H](N(CC1)C)C)F)F |r| N-[5-(4-carbamoyl-3-fluorophenyl)-4-fluoro-2-[rac-(3R)-3,4-dimethylpiperazin-1-yl]phenyl]-4-(difluoromethyl)-6-oxo-1H-pyridine-3-carboxamide